(1R,4R)-5-((1-(1-(1-((2-chloro-4-(trifluoromethyl)phenyl)carbamoyl)cyclobutyl)-1H-Pyrazol-4-yl)piperidin-4-yl)methyl)-2,5-diazabicyclo[2.2.1]heptane-2-carboxylic acid tert-butyl ester C(C)(C)(C)OC(=O)N1[C@H]2CN([C@@H](C1)C2)CC2CCN(CC2)C=2C=NN(C2)C2(CCC2)C(NC2=C(C=C(C=C2)C(F)(F)F)Cl)=O